ClC=1C(=NC=C(C1I)F)N(S(=O)(=O)CC1CC1)S(=O)(=O)CC1CC1 N-(3-chloro-5-fluoro-4-iodopyridin-2-yl)-1-cyclopropyl-N-((cyclopropylmethyl)-sulfonyl)methanesulfonamide